4-amino-5-(2-chloro-5-fluorophenyl)-6-(4-methoxybenzyl)-5,6-dihydro-7H-pyrrolo[3,4-b]Pyridin-7-one NC1=C2C(=NC=C1)C(N(C2C2=C(C=CC(=C2)F)Cl)CC2=CC=C(C=C2)OC)=O